OCCN1N=C(C(=C1)C=1C2=C(N=CN1)C=C(C(=N2)C2C1(CC2C1)C(=O)N)OC)C1=CC=CC=C1 (4-(1-(2-hydroxyethyl)-3-phenyl-1H-pyrazol-4-yl)-7-methoxypyrido[3,2-d]pyrimidin-6-yl)bicyclo[1.1.1]pentane-1-carboxamide